FC=1C=C(CC(N)C)C=CC1 3-fluoroamphetamine